[W].[Mo] molybdenum tungsten salt